5-(8-(1,3-dimethyl-7-morpholino-2-oxo-1,2-dihydro-1,6-naphthyridin-5-yl)isoquinolin-3-yl)-N-(3-(4-(2,6-dioxopiperidin-3-yl)benzofuran-2-yl)prop-2-yn-1-yl)-3-methylpicolinamide CN1C(C(=CC2=C(N=C(C=C12)N1CCOCC1)C=1C=CC=C2C=C(N=CC12)C=1C=C(C(=NC1)C(=O)NCC#CC=1OC2=C(C1)C(=CC=C2)C2C(NC(CC2)=O)=O)C)C)=O